[C@H]12CN(C[C@H](CC1)N2)C=2C1=C(N=C(N2)OCC23CCC(CC2)(CC3)F)C(=C(N=C1)C1=CC(=CC3=CC=C(C(=C13)C#C)F)N)F 4-(4-((1r,5s)-3,8-diazabicyclo[3.2.1]oct-3-yl)-8-fluoro-2-((4-fluorobicyclo[2.2.2]oct-1-yl)methoxy)pyrido[4,3-d]pyrimidin-7-yl)-5-ethynyl-6-fluoronaphthalen-2-amine